5-bromo-4-chloro-2-hydroxy-N-(2-methoxyphenyl)-N-methylbenzamide BrC=1C(=CC(=C(C(=O)N(C)C2=C(C=CC=C2)OC)C1)O)Cl